1-(2-bromo-3-fluoro-4-iodo-6-nitro-anilino)-2-methyl-propan-2-ol BrC1=C(NCC(C)(O)C)C(=CC(=C1F)I)[N+](=O)[O-]